1-Acetyl-N-[(2-methoxyphenyl)[4-(propan-2-yl)phenyl]methyl]pyrrolidine-2-carboxamide C(C)(=O)N1C(CCC1)C(=O)NC(C1=CC=C(C=C1)C(C)C)C1=C(C=CC=C1)OC